ethyl 2-[3-(hydroxymethyl)-1-{3-[1-oxo-4-(trifluoromethyl)-2,3-dihydro-1H-isoindol-2-yl]phenyl}cyclobutyl]acetate OCC1CC(C1)(C1=CC(=CC=C1)N1C(C2=CC=CC(=C2C1)C(F)(F)F)=O)CC(=O)OCC